S1C(=NN=C1)C12CCC(CC1)(CC2)NC2=CC(=NC=C2C(=O)NC[C@H](C(C)(C)O)F)C2=CC=C1N2N=CC(=C1)C#N (R)-4-((4-(1,3,4-thiadiazol-2-yl)bicyclo[2.2.2]octan-1-yl)amino)-6-(3-cyanopyrrolo[1,2-b]pyridazin-7-yl)-N-(2-fluoro-3-hydroxy-3-methylbutyl)nicotinamide